C(CCCCCCC#CC=CCCCCCC)(=O)OC 10-Heptadecen-8-ynoic acid, methyl ester